((1-(2-(2,4-difluorophenyl)-2-hydroxy-3-(1H-1,2,4-triazol-1-yl)prOpyl)piperidin-4-yl)amino)-[1,1'-biphenyl]-2-carbonitrile FC1=C(C=CC(=C1)F)C(CN1CCC(CC1)NC1=C(C(=CC=C1)C1=CC=CC=C1)C#N)(CN1N=CN=C1)O